C(C)(C)(C)OC(C1=CC=CC=C1)=O benzoic acid-tert-butyl ester